C(C)S(=O)(=O)N1CCC(CC1)[C@@H](C)NC(C1=C(C=CC(=C1)[N+](=O)[O-])C)=O (R)-N-(1-(1-(ethylsulfonyl)piperidin-4-yl)ethyl)-2-methyl-5-nitrobenzamide